SULFINYLACETAMIDE S(=O)=CC(=O)N